C(C)OC([C@@H](NC(C1=C(C=C(C(=C1)N1C(N(C(N(C1=O)C)=S)C)=O)F)Cl)=O)C)=O (2-chloro-5-(3,5-dimethyl-2,6-dioxo-4-thioxo-1,3,5-triazin-1-yl)-4-fluorobenzoyl)alanine ethyl ester